tert-butyl N-[[1-(6-allyloxy-7-oxo-1,6-diazabicyclo[3.2.1]oct-3-en-3-yl)pyrazol-3-yl]methyl]carbamate C(C=C)ON1C2C=C(CN(C1=O)C2)N2N=C(C=C2)CNC(OC(C)(C)C)=O